6-[4-[4-(3-Ethoxyphenyl)-3-methylbenzoyl]piperazin-1-yl]-N-propylpyridazine C(C)OC=1C=C(C=CC1)C1=C(C=C(C(=O)N2CCN(CC2)C2=CC=CNN2CCC)C=C1)C